ClC1=C(C=CC=C1)S(=O)(=O)NC1=NC(=C(C=C1)\C=C\C=1C=NC(=NC1)NC1CCC(CC1)N(C)C)CC 2-chloro-N-(5-((E)-2-(2-(((1r,4r)-4-(dimethylamino)cyclohexyl)amino)pyrimidin-5-yl)vinyl)-6-ethylpyridin-2-yl)benzenesulfonamide